tert-butyl (S)-(4-(5-(3-cyano-4-isopropoxyphenyl)-1,2,4-oxadiazol-3-yl)-2,3-dihydro-1H-inden-1-yl)(2-hydroxyethyl)carbamate C(#N)C=1C=C(C=CC1OC(C)C)C1=NC(=NO1)C1=C2CC[C@@H](C2=CC=C1)N(C(OC(C)(C)C)=O)CCO